FC(OC1=CC=C(C=C1)N1C(C(=CC2=CC=C(N=C12)OCC)C=1C=CC2=C(N(C(=N2)CCN2CCOCC2)C)C1)=O)F 1-(4-(difluoromethoxy)phenyl)-7-ethoxy-3-(1-methyl-2-(2-morpholinylethyl)-1H-benzo[d]imidazol-6-yl)-1,8-naphthyridin-2(1H)-one